(3,4-dihydro-2H-1-benzopyran-8-yl)boronic acid O1CCCC2=C1C(=CC=C2)B(O)O